2-(5-chloro-1-cyclopropyl-7-(pyrrolidin-1-ylmethyl)-1H-pyrazolo[4,3-b]pyridin-3-yl)isoindoline-1,3-dione dimethyl-bicyclo[1.1.1]pentane-1,3-dicarboxylate COC(=O)C12CC(C1)(C2)C(=O)OC.ClC2=CC(=C1C(=N2)C(=NN1C1CC1)N1C(C2=CC=CC=C2C1=O)=O)CN1CCCC1